2-hydroxypropyl (3-ethyl-3-oxetanyl) ether C(C)C1(COC1)OCC(C)O